C(C)(C)OC1=CC=C(NC=2C(=NC(=C(N2)NC)C=2C3=C(C=NC2)N(C=N3)C)C(=O)N)C=C1 3-(4-Isopropoxyanilino)-5-(methylamino)-6-(3-methylimidazo[4,5-c]pyridin-7-yl)pyrazine-2-carboxamide